COC=1C=C(C=C(C1OC)OC)C=O (3,4,5-trimethoxyphenyl)-methanone